3-methyl-2-(oxetan-3-yl)-2H-pyrazolo[4,3-b]Pyridine-5-carbonitrile CC=1N(N=C2C1N=C(C=C2)C#N)C2COC2